NC=1C(=NC(=CC1)OC)OC[C@@H]1N([C@H]2C[C@H]2C1)C(=O)OC(C)(C)C tert-butyl (1S,3R,5S)-3-{[(3-amino-6-methoxypyridin-2-yl) oxy] methyl}-2-azabicyclo[3.1.0]hexane-2-carboxylate